2,2,6,6-tetramethyl-4-piperidyl-amine CC1(NC(CC(C1)N)(C)C)C